BrCC(=O)NCCC1=CNC2=CC=CC=C12 2-bromo-N-[2-(1H-indol-3-yl)-ethyl]-acetamide